6-bromo-2-(cyclopropylethynyl)pyridin-3-amine BrC1=CC=C(C(=N1)C#CC1CC1)N